COC1=CC=C(COC2=CC=NC(=C2)N2CCOCC2)C=C1 4-((4-methoxybenzyl)oxy)-6-morpholinopyridine